3-({[(4S)-7-(thiophen-3-yl)-3,4-dihydro-2H-1-benzopyran-4-yl]methyl}amino)pyridine-4-carboxylic acid S1C=C(C=C1)C1=CC2=C([C@H](CCO2)CNC=2C=NC=CC2C(=O)O)C=C1